CC=1N=C(SC1)CCN 2-(4-methyl-1,3-thiazol-2-yl)ethan-1-amine